N[C@@H]1[C@@H](OCC12CCN(CC2)C=2C(=NC(=CN2)SC2=CC(=NC1=C2OC[C@H]2N1CCC2)N)CO)C (3-((3S,4S)-4-amino-3-methyl-2-oxa-8-azaspiro[4.5]decan-8-yl)-6-(((S)-2-amino-6a,7,8,9-tetrahydro-6H-pyrido[3,2-b]pyrrolo[1,2-d][1,4]oxazin-4-yl)thio)pyrazin-2-yl)methanol